O1CN=NC=C1 [1,3,4]oxadiazin